FC1=C(C(=O)C=2C3=C(SC2NC([C@H](C)NC(OC(C)(C)C)=O)=O)CC(CCC3)(F)F)C(=CC=C1)F tert-butyl N-[(1S)-2-[[3-(2,6-difluorobenzoyl)-7,7-difluoro-4,5,6,8-tetrahydrocyclohepta[b]thiophen-2-yl]amino]-1-methyl-2-oxo-ethyl]carbamate